C(C1=CC=CC=C1)OC(=O)N1CCC(CC1)C1CCN(CC1)C1=C2CCN(C2=CC=C1)C(=O)OC(C)(C)C tert-butyl 4-(1'-((benzyloxy)carbonyl)-[4,4'-bipiperidin]-1-yl)indoline-1-carboxylate